FC1=C(C=CC(=C1)B1OC(C(O1)(C)C)(C)C)N1CCN(CC1)C 1-(2-fluoro-4-(4,4,5,5-tetramethyl-1,3,2-dioxaborolan-2-yl)phenyl)-4-methylpiperazine